C(C1=CC=CC=C1)OC(=O)NCC1(C2CCN(CC12)C(=O)OC(C)(C)C)C1=CC=CC=C1 tert-Butyl 7-((((benzyloxy)carbonyl)amino)methyl)-7-phenyl-3-azabicyclo[4.1.0]heptane-3-carboxylate